C(C)(C)C=1C=C2CCN(CC2=CC1)C(=O)[C@H]1CN(CCC1)C=1C=C(OC(C(=O)N2CCN(CC2)C(=O)OC(C)(C)C)(C)C)C=CC1 tert-butyl (R)-4-(2-(3-(3-(6-isopropyl-1,2,3,4-tetrahydroisoquinoline-2-carbonyl)piperidin-1-yl)phenoxy)-2-methylpropanoyl)piperazine-1-carboxylate